C[C@@H](CN[C@H](C)C1=CC=CC=C1)CC |&1:1| (2RS,αR)-2-methylbutyl-α-phenylethylamine